1,3-dimethyl-1,3-diphenyl-1,3-divinyl-disiloxane C[Si](O[Si](C=C)(C1=CC=CC=C1)C)(C=C)C1=CC=CC=C1